C(CCCC[C@@H]1SC[C@@H]2NC(=O)N[C@H]12)(=O)C(COCCOCCOCC)(N)N biotinyl-3,6,9-trioxaundecanediamine